Cl.FC1(C(CNCC1)C1=CC(=[N+](C=C1)[O-])CC(F)(F)F)F 4-(4,4-difluoropiperidin-3-yl)-2-(2,2,2-trifluoroethyl)pyridine 1-oxide hydrochloride